3-[2-(trifluoromethyl)-4'-methoxybenzhydryloxy]-N-(1-adamantyl)azetidine-1-carboxamide FC(C1=C(C(C2=CC=C(C=C2)OC)OC2CN(C2)C(=O)NC23CC4CC(CC(C2)C4)C3)C=CC=C1)(F)F